7-(piperidin-1-yl)-1,2-dihydropyrido[2,3-d]pyrimidine-6-carbonitrile N1(CCCCC1)C=1C(=CC2=C(NCN=C2)N1)C#N